4-chloro-2-fluoro-6-((1R,5S)-7-oxo-3,6-diazabicyclo[3.2.2]Non-3-yl)benzaldehyde ClC1=CC(=C(C=O)C(=C1)N1C[C@@H]2C(N[C@H](C1)CC2)=O)F